FC1=CC(=CC=2NC(=NC21)C2=NNC1=CC=CC(=C21)C=2C(=C(C=NC2)CNCC)C)F N-((5-(3-(4,6-difluoro-1H-benzo[d]imidazol-2-yl)-1H-indazol-4-yl)-4-methylpyridin-3-yl)methyl)ethanamine